N-(2,3,4-trihydroxy-6-methoxycarbonylbenzyl)acrylamide OC1=C(CNC(C=C)=O)C(=CC(=C1O)O)C(=O)OC